FC1CC(N(C1)C(CN1N=NC(=C1)C(F)(F)F)=O)C(=O)NC(C1=CC=CC=C1)C1=CC(=C(C=C1)C(C)C)F 4-fluoro-N-{[3-fluoro-4-(propan-2-yl)phenyl](phenyl)methyl}-1-{2-[4-(trifluoromethyl)-1H-1,2,3-triazol-1-yl]acetyl}pyrrolidine-2-carboxamide